C(=C)C1CCC(CC1)C(C1CO1)OC(C1CO1)C1CCC(CC1)C=C 4-vinylcyclohexylglycidyl ether